5-(azetidin-3-yl)-N-(3-methyl-4-((1-methyl-1H-benzo[d]imidazol-5-yl)oxy)phenyl)pyrrolo[2,1-f][1,2,4]triazin-4-amine N1CC(C1)C=1C=CN2N=CN=C(C21)NC2=CC(=C(C=C2)OC2=CC1=C(N(C=N1)C)C=C2)C